N1-(1H-Benzimidazol-2-ylmethyl)-N1-((S)-5,6,7,8-tetrahydro-quinolin-8-yl)-trans-cyclohexane-1,4-diamine N1C(=NC2=C1C=CC=C2)CN([C@@H]2CC[C@H](CC2)N)[C@H]2CCCC=1C=CC=NC21